(S)-(3-chloro-5-methoxyphenyl)(2,7-dimethyl-3-(1-methyl-3-(trifluoromethyl)-1H-pyrazol-5-yl)-2,4,5,7-tetrahydro-6H-pyrazolo[3,4-c]pyridin-6-yl)methanone ClC=1C=C(C=C(C1)OC)C(=O)N1[C@H](C=2C(CC1)=C(N(N2)C)C2=CC(=NN2C)C(F)(F)F)C